ClC=1C=C(C=C(C1)F)NC(OC1=CC=CC=C1)=O phenyl (3-chloro-5-fluorophenyl)carbamate